C(C)(C)(C)OC(=O)NC(NCCN1C2=CC=C(C=C2C=2CC(CCC12)(F)F)NC1=CC(=C(C=C1)Cl)Cl)=NC(OC(C)(C)C)=O tert-Butyl (tert-butoxycarbonylamino)(2-(6-(3,4-dichlorophenylamino)-3,3-difluoro-3,4-dihydro-1H-carbazol-9(2H)-yl)ethylamino)methylenecarbamate